ClC1=C(C=C(C=C1)C=1N=NN(C1)[C@H](C(=O)N1[C@@H](C[C@H](C1)O)C(=O)NC)C(C)(C)C)OC (2S,4R)-1-[(2S)-2-[4-(4-chloro-3-methoxy-phenyl)triazol-1-yl]-3,3-dimethyl-butanoyl]-4-hydroxy-N-methyl-pyrrolidine-2-carboxamide